NC=1C=C(C(=NC1Br)C(CC1=CC(=CC(=C1)F)F)NC(OC(C)(C)C)=O)C=1C=CC(=C2C(=NN(C12)C)NS(=O)(=O)C)Cl tert-butyl (1-(5-amino-6-bromo-3-(4-chloro-1-methyl-3-(methylsulfonamido)-1H-indazol-7-yl)pyridin-2-yl)-2-(3,5-difluorophenyl)ethyl)carbamate